N-{3-[({2-[(2-aminopyrimidin-4-yl)amino]-5-(trifluoromethyl)pyrimidin-4-yl}amino)methyl]pyridin-2-yl}-N-methylmethane-sulfonamide NC1=NC=CC(=N1)NC1=NC=C(C(=N1)NCC=1C(=NC=CC1)N(S(=O)(=O)C)C)C(F)(F)F